OC1=CC=C(C=C1)N1C(CC1)=O 1-(4-hydroxyphenyl)azetidin-2-one